2-(3-carbamoyl-6-chloro-1H-indazol-1-yl)acetic acid C(N)(=O)C1=NN(C2=CC(=CC=C12)Cl)CC(=O)O